C(CCCCCCCCCCC)OC1=CC=C(C(=O)NNC(=O)C2=CC=CC3=CC=CC=C23)C=C1 N'-[4-(dodecyloxy)benzoyl]Naphthalene-1-carboxylic acid hydrazide